CC1=CC(=C2N=C(C=NC2=C1)N1CCCCC1)C(C)O 1-[7-methyl-3-(piperidin-1-yl)quinoxalin-5-yl]ethan-1-ol